5-(1-((1,5-dimethyl-1H-pyrazol-4-yl)sulfonyl)piperidin-4-yl)-4-methyl-2-(trifluoromethyl)pyridine CN1N=CC(=C1C)S(=O)(=O)N1CCC(CC1)C=1C(=CC(=NC1)C(F)(F)F)C